NCC(=O)NCC1=CC=C(C=C1)CSC1=NC(=C(C(=C1C#N)CC)C#N)N(C)C 2-amino-N-(4-(((3,5-dicyano-6-(dimethylamino)-4-ethylpyridin-2-yl)thio)methyl)Benzyl)acetamide